(2-phenylmethyloxycyclobutyl)hydrazine C1(=CC=CC=C1)COC1C(CC1)NN